IC=1C(=NOC1C)CN(C[C@H](C)OC=1N(N=CC1C=1C=C2C(=NN(C2=CC1)C1OCCCC1)C#C[Si](C(C)C)(C(C)C)C(C)C)C)C (2S)-N-[(4-iodo-5-methyl-isoxazol-3-yl)methyl]-N-methyl-2-[2-methyl-4-[1-tetrahydropyran-2-yl-3-(2-triisopropylsilylethynyl)indazol-5-yl]pyrazol-3-yl]oxy-propan-1-amine